tri(n-octyl) cyclohexane-1,3,5-tripropionate C1(CC(CC(C1)CCC(=O)OCCCCCCCC)CCC(=O)OCCCCCCCC)CCC(=O)OCCCCCCCC